O=S1(C2=C(C=C1)C=CC(=C2)Br)=O 1,1-dioxo-6-bromobenzo[b]thiophene